7-Bromo-N-(3-Methoxy-5-(4-Methyl-1H-imidazol-1-yl)phenyl)quinolin-4-amine BrC1=CC=C2C(=CC=NC2=C1)NC1=CC(=CC(=C1)N1C=NC(=C1)C)OC